B([O-])([O-])[O-] Orthoborate